C1(CC1)CNC1=NC2=CC(=CC=C2C=C1)OC[C@@H]1[C@H]([C@H]([C@@H](S1)N1C=CC2=C1N=CN=C2N)O)O 7-(5-O-{2-[(cyclopropylmethyl)amino]quinolin-7-yl}-4-thio-beta-D-ribofuranosyl)-7H-pyrrolo[2,3-d]pyrimidin-4-amine